tri(n-butyl)ammonium tetrakis{4-(trifluoromethyl)phenyl}borate ethyl-2'-chloro-6-(hydroxymethyl)-5'-methoxy-(4,4'-bipyridine)-3-carboxylate C(C)OC(=O)C=1C=NC(=CC1C1=CC(=NC=C1OC)Cl)CO.FC(C1=CC=C(C=C1)[B-](C1=CC=C(C=C1)C(F)(F)F)(C1=CC=C(C=C1)C(F)(F)F)C1=CC=C(C=C1)C(F)(F)F)(F)F.C(CCC)[NH+](CCCC)CCCC